4,4-dimethyl-4-silapentane C[Si](CCC)(C)C